4-aminopyrimidin-2-ol NC1=NC(=NC=C1)O